2-(4-((4-methoxyphenyl)sulfonyl)piperazine-1-carbonyl)phenylacetate COC1=CC=C(C=C1)S(=O)(=O)N1CCN(CC1)C(=O)C1=C(C=CC=C1)CC(=O)[O-]